C(#C)C=1SC=C(N1)NC(=O)NCC1=CC=C(C=C1)C1=CC(=CC=C1)NC1COC1 1-(2-Ethynylthiazol-4-yl)-3-((3'-(oxetan-3-ylamino)-[1,1'-biphenyl]-4-yl)methyl)-urea